COC=1C(=NC(=NC1C1=CC(=CC=C1)C1=NN(C=C1)C)N1C[C@H](OCC1)C)NC1=CC=NC=C1 (R)-5-methoxy-6-(3-(1-methyl-1H-pyrazol-3-yl)phenyl)-2-(2-methylmorpholino)-N-(pyridin-4-yl)pyrimidin-4-amine